C(C([2H])([2H])[2H])([2H])([2H])N(C(=O)[C@H]1CN[C@@H]2CC=3C4=C(C2=C1)C=CC=C4N(C3Br)C(=O)OC(C)(C)C)C(C([2H])([2H])[2H])([2H])[2H] tert-butyl (6aR,9R)-9-(bis(ethyl-d5)carbamoyl)-5-bromo-6a,7,8,9-tetrahydroindolo[4,3-fg]quinoline-4(6H)-carboxylate